(2R,5S)-2-[3-(2,4-dichlorophenyl)phenyl]-5-[(2,2,2-trifluoroethylamino)methyl]-1,4-thiazepan-3-one ClC1=C(C=CC(=C1)Cl)C=1C=C(C=CC1)[C@H]1SCC[C@H](NC1=O)CNCC(F)(F)F